ClC=1C=2N(C(=C(C1)C(C)=O)N1CCN(CC1)S(=O)(=O)C)C=NC2 1-{8-chloro-5-[4-(methylsulfonyl)piperazin-1-yl]imidazo[1,5-a]pyridin-6-yl}ethanone